5-fluoro-1-[(2R,3S,4R,5R)-3-fluoro-5-(hydroxymethyl)-5-(iodomethyl)-4-[(4-methoxyphenyl)diphenylmethoxy]oxolan-2-yl]-3H-pyrimidine-2,4-dione FC=1C(NC(N(C1)[C@@H]1O[C@]([C@H]([C@@H]1F)OC(C1=CC=CC=C1)(C1=CC=CC=C1)C1=CC=C(C=C1)OC)(CI)CO)=O)=O